(2-(p-fluorophenylamino)thiazol-4-yl)(3,4,5-trimethoxyphenyl)methanone hydrochloride salt Cl.FC1=CC=C(C=C1)NC=1SC=C(N1)C(=O)C1=CC(=C(C(=C1)OC)OC)OC